5-{6-[2-(2-Cyano-7-fluoro-4-methoxy-indol-1-yl)-ethylamino]-pyrimidin-4-yl}-3-ethoxy-thiophen C(#N)C=1N(C2=C(C=CC(=C2C1)OC)F)CCNC1=CC(=NC=N1)C1=CC(=CS1)OCC